FC(C1=CC(NC=C1)=O)(F)F 4-(trifluoromethyl)-2-pyridone